phosphonium hydroxide [OH-].[PH4+]